1-(4-ethenylphenyl)-2-methoxy-2-methylbutan-1-one C(=C)C1=CC=C(C=C1)C(C(CC)(C)OC)=O